(1R,4R)-6'-(benzyloxy)-4-(3-chloroanilino)-2'-[(2R)-3-hydroxy-2-methylpropyl]spiro[cyclohexane-1,1'-indene]-4-carboxylic acid methyl ester COC(=O)C1(CCC2(C(=CC3=CC=C(C=C23)OCC2=CC=CC=C2)C[C@H](CO)C)CC1)NC1=CC(=CC=C1)Cl